C1(CC1)C1=CC(=NN1C)C(=O)O 5-cyclopropyl-1-methyl-pyrazole-3-carboxylic acid